di(2-pyridyl)ketone N1=C(C=CC=C1)C(=O)C1=NC=CC=C1